triethyleneglycol-bis[3-(3-t-butyl-4-hydroxy-5-methylphenyl) propionate] C(C)(C)(C)C=1C=C(C=C(C1O)C)CCC(=O)OCCOCCOCCOC(CCC1=CC(=C(C(=C1)C)O)C(C)(C)C)=O